2-(tert-butoxy)propionic acid C(C)(C)(C)OC(C(=O)O)C